[Ni](Cl)Cl.C(C)(C)(C)C1=C(C(=NC=C1)C1=NC=CC=C1)C(C)(C)C di-tert-butyl-2,2'-bipyridine nickel chloride